C12C(CC(C=C1)C2)CC[N-]CCC2C1C=CC(C2)C1 bis(2-(5-norbornen-2-yl)-ethyl)amid